COCCCOCN1C(=CC2=CC=CC(=C12)NC1CCOCC1)C1=CC=CC=C1 (3-methoxypropoxy)methyl-2-phenyl-N-(tetrahydro-2H-pyran-4-yl)-1H-indol-7-amine